NC1=NC=CC=C1C1=NC=2C(=NC(=CC2)C2=CC=CC=C2)N1C=1C=CC(=NC1)CN1CC2(C1)CC(C2)C(=O)O 2-((5-(2-(2-aminopyridin-3-yl)-5-phenyl-3H-imidazo[4,5-b]pyridin-3-yl)pyridin-2-yl)methyl)-2-azaspiro[3.3]heptane-6-carboxylic acid